4,9-Dioxa-1,12-dodecanediamin C(CCOCCCCOCCCN)N